2-azido-2,2-difluoro-1-(naphthalen-2-yl)ethane-1-one N(=[N+]=[N-])C(C(=O)C1=CC2=CC=CC=C2C=C1)(F)F